methyl 9-(4-fluorophenyl)-6-oxaspiro[4.5]dec-8-ene-8-carboxylate FC1=CC=C(C=C1)C1=C(COC2(CCCC2)C1)C(=O)OC